C[C@@H]1N(CCC2=C1C1=C(N=NC(=C1)C1=C(C=CC=C1)O)N2)C2=NC=C(C=N2)N2CCNCC2 (S)-2-(5-methyl-6-(5-(piperazin-1-yl)pyrimidin-2-yl)-6,7,8,9-tetrahydro-5H-pyrido[3',4':4,5]pyrrolo[2,3-c]pyridazin-3-yl)phenol